2-[N-(BUTAN-2-YL)(4-ACETYL-1H-PYRROL-2-YL)FORMAMIDO]ACETIC ACID CC(CC)N(C(=O)C=1NC=C(C1)C(C)=O)CC(=O)O